2-(aminomethyl)-piperidinium NCC1[NH2+]CCCC1